ClC1=CC=C(C=N1)C[N+]1=C2N(C(C(=C1)C1SC(C(S1)C)C)=O)C=CC=C2 1-((6-chloropyridin-3-yl)methyl)-3-(4,5-dimethyl-1,3-dithiolan-2-yl)-4-oxo-4H-pyrido[1,2-a]pyrimidinium